5-{[(tert-butoxy)carbonyl]amino}-4-[(ethoxymethanethioyl)sulfanyl]-N-methanesulfonyl-N-phenylpentanamide C(C)(C)(C)OC(=O)NCC(CCC(=O)N(C1=CC=CC=C1)S(=O)(=O)C)SC(=S)OCC